FC=1C=C(C=CC1C)N1N=C2N=CN=C(C2=C1)N1C[C@@H](N(CC1)C)C(=O)NCC1=CC=C(C=C1)SC (R)-4-(2-(3-fluoro-4-methylphenyl)-2H-pyrazolo[3,4-d]pyrimidin-4-yl)-1-methyl-N-(4-(methylthio)benzyl)piperazine-2-carboxamide